2-Fluoro-5-[(5-fluoro-2,4-dioxo-3,4-dihydroquinazolin-1(2H)-yl)methyl]benzaldehyde FC1=C(C=O)C=C(C=C1)CN1C(NC(C2=C(C=CC=C12)F)=O)=O